benzothiophenylcyclohexylpiperidine S1C(=CC2=C1C=CC=C2)C2N(CCCC2)C2CCCCC2